2-({[(9H-fluoren-9-yl)methoxy]carbonyl}[2-(1-methyl-1H-imidazol-5-yl)ethyl]amino)acetic acid C1=CC=CC=2C3=CC=CC=C3C(C12)COC(=O)N(CC(=O)O)CCC1=CN=CN1C